[Br-].C(C(=C)C)(=O)OCC[N+](C)(C)C 2-methacryloxyethyltrimethylammonium bromide